C(C)OC=1C=C2C(=C(C(N(C2=CC1)C)=O)C#N)N1CCC(CC1)C=1OC2=C(N1)C=C(C=C2)C 6-Ethoxy-1-methyl-4-[4-(5-methyl-1,3-benzoxazol-2-yl)piperidin-1-yl]-2-oxo-1,2-dihydro-quinoline-3-carbonitrile